NC1=NC=NN2C1=C(C=C2C=2C=CC(=C(C(=O)N[C@@H]1CN(C[C@@H]1F)C(=O)C1=CC=NC=C1)C2)Cl)C(F)(F)F 5-[4-amino-5-(trifluoromethyl)pyrrolo[2,1-f][1,2,4]triazin-7-yl]-2-chloro-N-[(3R,4S)-4-fluoro-1-(pyridine-4-carbonyl)pyrrolidin-3-yl]benzamide